5-fluoro-N,N-diphenyl-2-(pyrimidin-5-yloxy)benzamide FC=1C=CC(=C(C(=O)N(C2=CC=CC=C2)C2=CC=CC=C2)C1)OC=1C=NC=NC1